C1(CCCCC1)NC1=NC=CC2=CC=CC=C12 N-cyclohexylisoquinolin-1-amine